(1R,3R,4R)-N-[(1S)-1-cyano-2-[(3R)-2-oxopyrrolidin-3-yl]ethyl]-2-[(2S)-3-cyclobutyl-2-[(2,2,2-trifluoroacetyl)amino]propanoyl]-5,5-difluoro-2-azabicyclo[2.2.2]octane-3-carboxamide C(#N)[C@H](C[C@@H]1C(NCC1)=O)NC(=O)[C@@H]1N([C@H]2CC([C@@H]1CC2)(F)F)C([C@H](CC2CCC2)NC(C(F)(F)F)=O)=O